C(CCC(C(=O)N)CC1=CC(=C(C(=C1)C(C)(C)C)O)C(C)(C)C)C(C(=O)N)CC1=CC(=C(C(=C1)C(C)(C)C)O)C(C)(C)C propane-1,3-diylbis[3-(3,5-di-tert-butyl-4-hydroxyphenyl)propionamide]